CS(=O)(=O)O.C[C@H]1NC[C@@H](N(C1)CC=O)CN1[C@@H](COCC1)C (2R,5R)-5-methyl-2-{[(3R)-3-methylmorpholin-4-yl]Methyl-piperazin-1-yl}Ethan-1-one methanesulfonate salt